C(CCCCCCC\C=C/C\C=C/C\C=C/CC)(=O)OCC(COC(NC1(CN(C1)C)C)=O)COC(CCCCCCC\C=C/C\C=C/CCCCC)=O 3-(((1,3-dimethylazetidin-3-yl)carbamoyl)oxy)-2-((((9Z,12Z)-octadeca-9,12-dienoyl)oxy)methyl)propyl (9Z,12Z,15Z)-octadeca-9,12,15-trienoate